C(C)OCC1=CC2=C(N=CN=C2)N(C1=O)C 6-(Ethoxymethyl)-8-methyl-7-oxo-7,8-dihydropyrido[2,3-d]pyrimidin